C(C)(C)(C)OC(NCC(C)(C1=CC=C(C=C1)B1OC(C(O1)(C)C)(C)C)C)=O (2-methyl-2-(4-(4,4,5,5-tetramethyl-1,3,2-dioxaborolan-2-yl)benzeneYl)propyl)carbamic acid tert-butyl ester